4-(3-chloro-4-((3,5-difluoropyridin-2-yl)methoxy)-5',6-dimethyl-2-oxo-2H-[1,4'-bipyridyl]-2'-yl)thiazole ClC=1C(N(C(=CC1OCC1=NC=C(C=C1F)F)C)C1=CC(=NC=C1C)C=1N=CSC1)=O